2-(3-Fluoro-5-methylphenoxy)-1-(4-(5-(trifluoromethyl)-1,2,4-oxadiazol-3-yl)phenyl)ethan-1-on FC=1C=C(OCC(=O)C2=CC=C(C=C2)C2=NOC(=N2)C(F)(F)F)C=C(C1)C